IC=1NN=CC1 3-iodo-2H-pyrazole